ClC=1C=C(C=C2C=C(N=CC12)NC(=O)[C@H]1[C@@H](C1)C#N)C1=C2C(=NC=C1)N(C=C2)C |r| (±)-trans-N-[8-chloro-6-(1-methylpyrrolo[2,3-b]pyridin-4-yl)-3-isoquinolyl]-2-cyano-cyclopropanecarboxamide